C(C1=CC=CC=C1)OC1=CC=CC(=N1)C1CCN(CC1)[C@H]1C=2N(CCOC1)C1=C(N2)C=CC(=C1)C(=O)O (S)-5-(4-(6-(benzyloxy)pyridin-2-yl)piperidin-1-yl)-1,2,4,5-tetrahydrobenzo[4,5]imidazo[1,2-d][1,4]oxazepine-9-carboxylic acid